FC=1C=C(C=C(C1)F)[C@@H]1CC[C@H]2OC3(C(N21)=O)CCN(CC3)C(=O)C=3N=CN2C3C=CC=C2 (5'S,7a'R)-5'-(3,5-difluoro-phenyl)-1-(imidazo[1,5-a]-pyridine-1-carbonyl)tetra-hydro-3'H-spiro[piperidine-4,2'-pyrrolo[2,1-b]oxazol]-3'-one